(S)-4-(1-(1-(naphthalen-2-ylmethyl)-5-phenyl-1H-indazole-7-carboxamido)ethyl)benzoic acid C1=C(C=CC2=CC=CC=C12)CN1N=CC2=CC(=CC(=C12)C(=O)N[C@@H](C)C1=CC=C(C(=O)O)C=C1)C1=CC=CC=C1